6-(Cyclobutoxy)-N-{(1R)-1-[3-(difluoromethyl)-2-fluorophenyl]ethyl}-2-methylpyrido[3,4-d]pyrimidin-4-amine C1(CCC1)OC1=CC2=C(N=C(N=C2N[C@H](C)C2=C(C(=CC=C2)C(F)F)F)C)C=N1